4,4'-[(3-hydroxy-4-methoxyphenyl)methylene]bis(2-isopropylphenol) OC=1C=C(C=CC1OC)C(C1=CC(=C(C=C1)O)C(C)C)C1=CC(=C(C=C1)O)C(C)C